(+)-(4aR,8aS)-6-[3-[3-(6,6-Difluoro-2-azaspiro[3.3]heptan-2-yl)-4-(trifluoromethyl)phenoxy]azetidine-1-carbonyl]-4,4a,5,7,8,8a-hexahydropyrido[4,3-b][1,4]oxazin-3-one FC1(CC2(CN(C2)C=2C=C(OC3CN(C3)C(=O)N3C[C@@H]4[C@@H](OCC(N4)=O)CC3)C=CC2C(F)(F)F)C1)F